BrC1=CC=C(C=C1)[C@H](C)[N+]1=NOC(=C1)[N-]C(NC1=CC(=CC=C1)C(F)(F)F)=O (S)-(3-(1-(4-bromophenyl)ethyl)-1,2,3-oxadiazol-3-ium-5-yl)((3-(trifluoromethyl)phenyl)carbamoyl)amide